pentenyl-silicon C(=CCCC)[Si]